Cl.NC/C(/C=C/C1=CC=C(C(=O)NC(C)(C)C)C=C1)=C/F 4-[(1E,3E)-3-(aminomethyl)-4-fluoro-but-1,3-dienyl]-N-tert-butyl-benzamide hydrochloride